2-chloro-4-((1-(cyclobutylmethyl)-2-oxo-4-((1-(pyrimidin-2-yl)ethyl)amino)-1,2-dihydroquinolin-6-yl)amino)nicotinonitrile ClC1=C(C#N)C(=CC=N1)NC=1C=C2C(=CC(N(C2=CC1)CC1CCC1)=O)NC(C)C1=NC=CC=N1